C1(=NC=CC=2C3=CC=CC=C3NC12)CNC1=NC=CC=2C3=CC=CC=C3N(C12)CCCC1=CC=CC=C1 N-[(β-carbolin-1-yl)methyl]-9-(3-phenylpropyl)-β-carbolin-1-amine